(S)-3-(4-amino-6-((2-methoxyethyl)(methyl)amino)pyrido[3,4-d]pyrimidin-8-yl)-2,4-dimethylphenol NC=1C2=C(N=CN1)C(=NC(=C2)N(C)CCOC)C=2C(=C(C=CC2C)O)C